FC=1C=C(C=CC1)C=1C(=NN(C1C(=O)O)C=1SC(=C(N1)C1=CC=C(C=C1)C(F)(F)F)SC(C)C)C 4-(3-fluorophenyl)-1-(5-(isopropylsulfanyl)-4-(4-(trifluoromethyl)phenyl)thiazol-2-yl)-3-methyl-1H-pyrazole-5-carboxylic acid